(1-oxa-8-azaspiro[3.5]nonan-8-yl)pyrido[4,3-d]pyrimidin O1CCC12CCCN(C2)C=2N=CC1=C(N2)C=CN=C1